3-(2-methylpropyl)urea CC(CNC(N)=O)C